3-(7-bromo-1-oxo-5-(piperazin-1-ylmethyl)isoindolin-2-yl)piperidine-2,6-dione BrC=1C=C(C=C2CN(C(C12)=O)C1C(NC(CC1)=O)=O)CN1CCNCC1